7-cyclopropyl-1-phenylpyrido[2,3-d]pyrimidine-2,4(1H,3H)-dione C1(CC1)C=1C=CC2=C(N(C(NC2=O)=O)C2=CC=CC=C2)N1